C(C)(C)(C)OC(=O)N(C=1C=2N(N=C(C1)SC1CCN(CC1)C(=O)OC(C)(C)C)C(=CN2)C(C)C)CC2=C(C=CC=C2)OC(C)C tert-butyl 4-((8-((tert-butoxycarbonyl)(2-isopropoxybenzyl)amino)-3-isopropylimidazo[1,2-b]pyridazin-6-yl)thio)piperidine-1-carboxylate